2-(2-isopropylphenyl)-9-([4-[5-(oxetan-3-yl)-3-(trifluoromethyl)pyrazol-1-yl]phenyl]methyl)-7H-purin-8-one C(C)(C)C1=C(C=CC=C1)C1=NC=C2NC(N(C2=N1)CC1=CC=C(C=C1)N1N=C(C=C1C1COC1)C(F)(F)F)=O